Tert-butyl (S,E)-(1-cyclopropyl-3-(methylsulfonyl)allyl)carbamate C1(CC1)[C@@H](\C=C\S(=O)(=O)C)NC(OC(C)(C)C)=O